3-(((1r,4r)-4-(5-(6-(3-cyanopyrrolo[1,2-b]pyridazin-7-yl)-4-(isopropyl-amino)pyridin-3-yl)-1,3,4-thiadiazol-2-yl)cyclohexyl)amino)-2,2-dimethyl-3-oxopropanoic acid C(#N)C1=CC=2N(N=C1)C(=CC2)C2=CC(=C(C=N2)C2=NN=C(S2)C2CCC(CC2)NC(C(C(=O)O)(C)C)=O)NC(C)C